CC1=C(C(=O)O)C=C(C(=C1O)OCC1=CC=CC=C1)OCC1=CC=CC=C1.C(C1=CC=CC=C1)OC1=C(C=C(C(=O)OC)C=C1OCC1=CC=CC=C1)O Methyl 4,5-bis(benzyloxy)-3-hydroxybenzoate (Methyl 4,5-bis(benzyloxy)-3-hydroxybenzoate)